4-[(3S)-Isoxazolidin-3-yl]thiazole-2-carbonitrile Tert-butyl-(3S)-3-(2-cyanothiazol-4-yl)isoxazolidine-2-carboxylate C(C)(C)(C)OC(=O)N1OCC[C@H]1C=1N=C(SC1)C#N.O1N[C@@H](CC1)C=1N=C(SC1)C#N